4-(3-methoxy-4-{[2-(trifluoromethyl)phenyl]methoxy}phenyl)-2H,4H,5H,6H,7H-pyrazolo[3,4-b]pyridine-6-thione COC=1C=C(C=CC1OCC1=C(C=CC=C1)C(F)(F)F)C1C=2C(NC(C1)=S)=NNC2